O=C1N(C(C=C1)=O)C1(CCNCC1)C(=O)O 4-(2,5-dioxo-2,5-dihydro-1H-pyrrol-1-yl)piperidine-4-carboxylic acid